C(C1=CC=CC=C1)OC1CC(C1)C(=O)NC=1C=CC(=C(C1)NC(=O)C1=CN=CN1C)C N-[5-({[3-(benzyloxy)cyclobutyl]carbonyl}amino)-2-methylphenyl]-1-methyl-1H-imidazole-5-carboxamide